5-benzyl-5-azaspiro[2.5]octane-8-carboxylic acid ethyl ester C(C)OC(=O)C1CCN(CC12CC2)CC2=CC=CC=C2